CCO/C=C/1\\C(=O)OC(=N1)C2=CC=CO2 The molecule is a 1,3-oxazole compound having a 2-furyl substituent at the 2-position, an ethoxymethylene group at the 4-position, and an oxo group at the 5-position. It is a gamma-lactone and a member of 1,3-oxazoles.